C(C)SC=1C(=NC=C(C1)OCOC)C=1OC2=C(N1)C=C(C=C2)SC(F)(F)F (3-ethylsulfanyl-5-(methoxymethyloxy)pyridin-2-yl)-5-(trifluoromethylsulfanyl)benzo[d]oxazole